C(C)OC(=O)C=1C(=NN(C1)C(C)(C)C)CCN[C@H](C(=O)N1C[C@]2(C[C@H]1C(N)=O)C(NC1=CC=CC=C12)=O)CC1CC1 1-(Tert-butyl)-3-(2-(((S)-1-((3R,5'S)-5'-carbamoyl-2-oxospiro[indol-3,3'-pyrrolidin]-1'-yl)-3-cyclopropyl-1-oxopropan-2-yl)amino)ethyl)-1H-pyrazole-4-carboxylic acid ethyl ester